FC1=C(C=CC(=C1)C(F)(F)F)N1N=NC(=C1C)C(=O)OCC Ethyl 1-(2-fluoro-4-(trifluoromethyl) phenyl)-5-methyl-1H-1,2,3-triazole-4-carboxylate